C1(CC1)C1=C(C(=NO1)C1=C(C=CC=C1)C(F)(F)F)/C=C/C1CC2(CN(C2)C=2C=C3C(=CC=NC3=CC2)O[C@@H]2COCC2)C1 (S,E)-6-(6-(2-(5-Cyclopropyl-3-(2-(trifluoromethyl)phenyl)isoxazol-4-yl)vinyl)-2-azaspiro[3.3]heptan-2-yl)-4-((tetrahydrofuran-3-yl)oxy)chinolin